CC(COC1=CC=C(C=C1)CC(=O)Cl)C 2-[4-(2-methylpropoxy)phenyl]acetyl chloride